MethyLEthylKetone CC(=O)CC